(1S,3R,4R,8S,11S,12R)-4,8,12,15,15-pentamethyltricyclo[9.3.1.03,8]pentadecane C[C@H]1[C@H]2C[C@@H]3CC[C@H]([C@H](CC[C@@]2(CCC1)C)C3(C)C)C